O=C1NC(CCC1N1C(C2=CC=C(C=C2C1=O)N1CCC(CC1)C1=C(C=C(C(=O)O)C=C1)F)=O)=O 4-(1-(2-(2,6-dioxopiperidin-3-yl)-1,3-dioxoisoindolin-5-yl)piperidin-4-yl)-3-fluorobenzoic acid